CC=1NC2=CC=C(C=C2C1C)CN (2,3-dimethyl-1H-indol-5-yl)methylamine